(S)-4-chloro-6-(3-(3-(4-methyl-4H-1,2,4-triazol-3-yl)oxetane-3-yl)phenyl)-2-((3-methylpiperidin-1-yl)methyl)-1,6-dihydro-7H-pyrrolo[2,3-c]pyridin-7-one ClC=1C2=C(C(N(C1)C1=CC(=CC=C1)C1(COC1)C1=NN=CN1C)=O)NC(=C2)CN2C[C@H](CCC2)C